S(=O)(=O)([O-])[O-].O=C(C=C)OC(CCC)[NH3+].O=C(C=C)OC(CCC)[NH3+] (1-oxo-2-propen-1-oxy)-1-butanaminium sulfate